C(C)OC=1C=CC(=NC1)C=1N(C(=NN1)[C@@H]1C[C@H](C1)NC(=O)C1=CC=[N+](C2=CC(=CN=C12)O)[O-])C1=C(C=CC=C1)F 4-((trans-3-(5-(5-ethoxypyridin-2-yl)-4-(2-fluorophenyl)-4H-1,2,4-triazol-3-yl)cyclobutyl)carbamoyl)-7-hydroxy-1,5-naphthyridine 1-oxide